COC(C1=C(C(=CC=C1)OC)C)=O methoxy-2-methylbenzoic acid methyl ester